N=1NN=C2NC=CC(C21)=O 2,4-dihydro-7H-[1,2,3]triazolo[4,5-b]pyridin-7-one